CC1(O[C@@H]2[C@H](O1)C(=CC2=O)C)C (3aR,6aR)-2,2,6-trimethyl-3a,6a-dihydrocyclopenta[d][1,3]dioxol-4-one